COC1=CC2=C(N(N=N2)C2=NC(=NC(=C2)C2=CN=C(S2)C)N)C=C1 4-(5-methoxy-1,2,3-benzotriazol-1-yl)-6-(2-methyl-1,3-thiazol-5-yl)pyrimidine-2-Amine